N-[(4S,5S)-7-ethyl-4-(4-fluorophenyl)-3-methyl-6-oxo-1-phenyl-1H,4H,5H,6H,7H-pyrazolo[3,4-b]pyridin-5-yl]-2-methylpyridine-4-carboxamide C(C)N1C2=C([C@@H]([C@@H](C1=O)NC(=O)C1=CC(=NC=C1)C)C1=CC=C(C=C1)F)C(=NN2C2=CC=CC=C2)C